3-acetyl-5-methyl-7-hydroxy-8-(4-methylhydroxypiperidinyl)methylcoumarin C(C)(=O)C=1C(OC2=C(C(=CC(=C2C1)C)O)CN1C(CC(CC1)C)O)=O